P(=O)(OCC(=O)N1C[C@H]2NS(C=3C(OC[C@H]2C1)=C(N(C3)C)C(NC3=CC(=C(C(=C3)F)F)F)=O)(=O)=O)(O)O cis-2-(7-methyl-5,5-dioxido-8-((3,4,5-trifluorophenyl)carbamoyl)-3a,4,10,10a-tetrahydro-1H,7H-dipyrrolo[3,4-b:3',4'-f][1,4,5]oxathiazocin-2(3H)-yl)-2-oxoethyl Dihydrogen Phosphate